N-(2-(3-(Dimethylamino)propoxy)-5-(3'-methyl-2'-oxo-2',3'-dihydrospiro[cyclopropane-1,1'-pyrrolo[2,3-c]quinolin]-8'-yl)pyridin-3-yl)-4-methylbenzenesulfonamide CN(CCCOC1=NC=C(C=C1NS(=O)(=O)C1=CC=C(C=C1)C)C1=CC=2C3=C(C=NC2C=C1)N(C(C31CC1)=O)C)C